ClC1=C(OCC(=O)OC2=CC=C3C(C(=COC3=C2)C2=CC(=CC=C2)Br)=O)C=CC(=C1)Cl 7-(2,4-dichlorophenoxyacetoxy)-3'-bromoisoflavone